Bromo-4-methoxy-6-vinylpyridine BrC1=NC(=CC(=C1)OC)C=C